t-hexyl ethyl ether C(C)OC(C)(C)CCC